CC1CCC(CC1)C1N(CCC(C1)C(=O)N)C(=O)C1=NNC(=C1)C1=CC(=NC=C1)C (4-methylcyclohexyl)-1-[5-(2-methylpyridin-4-yl)-1H-pyrazole-3-carbonyl]piperidine-4-carboxamide